acryloyl-dimethyl-tauryl-amine C(C=C)(=O)C(S(=O)(=O)N(C)C)CN